OC1=C(C(=O)OC2=CC=CC=C2)C=CC(=C1)N(S(=O)(=O)C1=CC=C(C=C1)OC1=CC=CC=C1)CC(C)C phenyl 2-hydroxy-4-(N-isobutyl-4-phenoxyphenylsulfonamido)benzoate